xylylenebismaleimide tert-butyl-((7R)-2-hydroxy-2-methyl-1-(4-((2-methylpentyl)oxy)phenyl)propyl)carbamate C(C)(C)(C)N(C(O)=O)C(C(C)(C)O)C1=CC=C(C=C1)OCC(CCC)C.C=1(C(=CC=CC1)CC=1C(=O)NC(C1)=O)CC=1C(=O)NC(C1)=O